OC1=C(C(N(C=C1C)C)=O)NC(N[C@@H](CC(=O)O)C=1OC(=CC1)C1=CC=CC=C1)=O (S)-3-(3-(4-hydroxy-1,5-dimethyl-2-oxo-1,2-dihydropyridin-3-yl)ureido)-3-(5-phenylfuran-2-yl)propanoic acid